methyl 2-[2-fluoro-4-(2-methylpyrrol-1-yl)phenyl]acetate FC1=C(C=CC(=C1)N1C(=CC=C1)C)CC(=O)OC